ClC1=CC(=C(C=C1)C1=NC(=CN2C1=NC(=C(C2=O)C)O)N2C[C@@H](OCC2)C=2C=NN(C2)C)F (S)-9-(4-chloro-2-fluorophenyl)-2-hydroxy-3-methyl-7-(2-(1-methyl-1H-pyrazol-4-yl)morpholino)-4H-pyrazino[1,2-a]pyrimidin-4-one